6-((1-(cyclohexylmethyl)-3-oxoisoindolin-2-yl)methyl)benzo[d]oxazol-2(3H)-one C1(CCCCC1)CC1N(C(C2=CC=CC=C12)=O)CC1=CC2=C(NC(O2)=O)C=C1